dicyclohexyl-(4-pentafluoroethoxyphenyl)phosphonium tetrafluoroborate F[B-](F)(F)F.C1(CCCCC1)[PH+](C1=CC=C(C=C1)OC(C(F)(F)F)(F)F)C1CCCCC1